FC=1C=C(C=CC1F)[C@H]1[C@@H](CN(C1)CCOC)NC(NC1=C(C(=NN1C1=CC=CC=C1)CC)C(=O)N)=O 5-(3-((3s,4r)-4-(3,4-difluorophenyl)-1-(2-methoxyethyl)pyrrolidin-3-yl)ureido)-3-ethyl-1-phenyl-1H-pyrazole-4-carboxamide